FC=1C=C2C(=C(/C(/C2=CC1)=C/C1=CC=C(C=C1)F)CC1=CC=C(C=C1)OC1=CC=C(C=C1)F)CC(=O)O (Z)-2-(5-fluoro-1-(4-fluorobenzylidene)-2-(4-(4-fluorophenoxy)benzyl)-1H-inden-3-yl)acetic acid